2-(acetoxymethyl)benzamide tert-butyl-(2S)-4-[7-bromo-6-chloro-2-[(1R)-2,2-dimethoxy-1-methyl-ethoxy]-8-fluoro-quinazolin-4-yl]-2-(cyanomethyl)piperazine-1-carboxylate C(C)(C)(C)OC(=O)N1[C@H](CN(CC1)C1=NC(=NC2=C(C(=C(C=C12)Cl)Br)F)O[C@@H](C(OC)OC)C)CC#N.C(C)(=O)OCC1=C(C(=O)N)C=CC=C1